C1(CC1)C(=O)N1CCCC2=CC(=CC=C12)C1(CCC1)C1=NC2=C(N1)C=C(C=C2)C#N 2-{1-[1-(cyclopropane-carbonyl)-1,2,3,4-tetrahydroquinolin-6-yl]cyclobutyl}-1H-benzimidazole-6-carbonitrile